5-(allylthio)-1-{[rel-(2R,3S)-3-(2-chlorophenyl)-2-(2,4-difluorophenyl)oxetan-2-yl]methyl}-1H-1,2,4-triazole C(C=C)SC1=NC=NN1C[C@]1(OC[C@@H]1C1=C(C=CC=C1)Cl)C1=C(C=C(C=C1)F)F |o1:10,13|